CN1CCC(CC1)CCC1=CC=C(C=C1)CN (4-(2-(1-methylpiperidin-4-yl)ethyl)phenyl)methylamine